C(C)S(=O)(=O)C[C@@H]1[C@H](N(C1)C=1N=CC(=C2C=C(N=CC12)NC1=NC(=NC=C1)N1C[C@@H]([C@@H](CC1)OCCO)F)C(C)C)C 2-{[(3S,4R)-1-[4-({8-[(2R,3S)-3-[(ethanesulfonyl)methyl]-2-methylazetidin-1-yl]-5-(propan-2-yl)-2,7-naphthyridin-3-yl}amino)pyrimidin-2-yl]-3-fluoro-piperidin-4-yl]oxy}ethan-1-ol